2-(4-chloro-3-fluorophenoxy)-N-(3-{2-[(1,3-dimethyl-1H-pyrazol-5-yl)oxy]acetamido}bicyclo[1.1.1]pentan-1-yl)acetamide ClC1=C(C=C(OCC(=O)NC23CC(C2)(C3)NC(COC3=CC(=NN3C)C)=O)C=C1)F